tert-butyl (2S)-5'-oxo-1'-(5-(trifluoromethyl)pyridin-2-yl)-5-azaspiro[bicyclo[2.2.2]octane-2,3'-pyrrolidine]-5-carboxylate O=C1C[C@]2(CN1C1=NC=C(C=C1)C(F)(F)F)C1CN(C(C2)CC1)C(=O)OC(C)(C)C